COC1=CC(=C(C=O)C=C1OC)CCC[N+](=O)[O-] 4,5-dimethoxy-2-(3-nitropropyl)benzaldehyde